[N+](=O)([O-])[O-].[Ni+2].[Co+2].[N+](=O)([O-])[O-].[N+](=O)([O-])[O-].[N+](=O)([O-])[O-] cobalt-nickel nitrate